2-Amino-9-((2R,3R,5S)-3-hydroxy-5-((R)-2,2,2-trifluoro-1-hydroxyethyl)tetrahydrofuran-2-yl)-7-propyl-7,9-dihydro-1H-purine-6,8-dione NC=1NC(C=2N(C(N(C2N1)[C@@H]1O[C@@H](C[C@H]1O)[C@H](C(F)(F)F)O)=O)CCC)=O